CC1([NH+](C(CCC1)(C)C)[O-])C 2,2,6,6-tetramethylpiperidine N-oxide